COC=1C(=CC=C(C1)O)C 5-methoxy-4-methylphenol